C(C1=CC=CC=C1)N1C(CN(CC1)C(=O)OC(C)(C)C)C(CC1=CC=CC=C1)O.CC1(NC(CC(C1)NCCCCCCNC1CC(NC(C1)(C)C)(C)C)(C)C)C N,N'-bis(2,2,6,6-tetramethyl-4-piperidyl) hexamethylenediamine tert-butyl 4-benzyl-3-(1-hydroxy-2-phenyl-ethyl)piperazine-1-carboxylate